C(#N)C=1C=C(C=CC1)S(=NS(=O)(=O)C1=CC=C(C=C1)[N+](=O)[O-])(=NC(C)(CC(C)(C)C)C)N1CCOCC1 N-((3-Cyanophenyl)(morpholino)((2,4,4-trimethylpentan-2-yl)imino)-λ6-sulfaneylidene)-4-nitrobenzenesulfonamide